C(C)OC(=O)C1=NN2C(=NC=3C=CC=CC3C2=N1)Cl 5-chloro[1,2,4]triazolo[1,5-c]quinazoline-2-carboxylic acid ethyl ester